O1C(=NC=C1)C(=O)N1CCC(CC1)C(=O)N1N=CCC1C1=CC=CC=C1 oxazol-2-yl(4-(5-phenyl-4,5-dihydro-1H-pyrazole-1-carbonyl)piperidin-1-yl)methanone